[O-]S(=O)(=O)C(F)(F)F.C(CCC)[NH+]1CC(CCC1)CCCC 1,3-dibutyl-piperidinium triflate